COC(C(=O)OC(CC)C)C 3-butyl methoxypropionate